(1-((3r,5r,7r)-adamantan-1-yl)-2-oxo-2-(phenylamino)ethyl)-N-(3-chloro-4-(cyclopropyl-methoxy)phenyl)propiolamide C12(CC3CC(CC(C1)C3)C2)C(C(NC2=CC=CC=C2)=O)C#CC(=O)NC2=CC(=C(C=C2)OCC2CC2)Cl